FC1=C(C2=C(NC(=N2)NC(CC(=O)N)C2=CC(=CC=C2)C(F)(F)F)C=C1)C 3-[(5-fluoro-4-methyl-1H-1,3-benzodiazol-2-yl)amino]-3-[3-(trifluoromethyl)phenyl]propanamide